1-tert-butyl 5-methyl (2S)-2-[(tert-butoxycarbonyl)amino]-4-methylidenepentanedioate C(C)(C)(C)OC(=O)N[C@H](C(=O)OC(C)(C)C)CC(C(=O)OC)=C